bis[2,6-difluoro-3-((1-pyrrol-1-yl)methyl)phenyl]titanium FC1=C(C(=CC=C1CN1C=CC=C1)F)[Ti]C1=C(C(=CC=C1F)CN1C=CC=C1)F